COC[C@H]1CN(C2=CC=CC(=C12)C(F)(F)F)C(=O)OC(C)(C)C tert-butyl (R)-3-(methoxymethyl)-4-(trifluoromethyl)indoline-1-carboxylate